FC(C1=CC2=C(N=C(N=C2)SC)N2C1=NC(=C2)C(C)(C)O)F 2-(6-(difluoromethyl)-2-(methylthio)imidazo[1',2':1,6]pyrido[2,3-d]pyrimidin-8-yl)propan-2-ol